(3R)-7-cyclopropyl-6-[(1-naphthyl)methyl]-4-oxo-1-thia-3a-aza-3-indanecarboxamide C1(CC1)C=1C(=CC(N2[C@@H](CSC12)C(=O)N)=O)CC1=CC=CC2=CC=CC=C12